3,5-di-tert-butylbenzylbromide C(C)(C)(C)C=1C=C(CBr)C=C(C1)C(C)(C)C